e-format C(=O)[O-]